3-(5-Fluoropyridin-2-yl)-1,5-dimethyl-1H-pyrazole-4-carboxylic acid FC=1C=CC(=NC1)C1=NN(C(=C1C(=O)O)C)C